N-(4-t-butylphenyl)maleimide C(C)(C)(C)C1=CC=C(C=C1)N1C(C=CC1=O)=O